N-(4-allylphenyl)-N-(4-aminophenyl)benzene-1,4-diamine C(C=C)C1=CC=C(C=C1)N(C1=CC=C(C=C1)N)C1=CC=C(C=C1)N